2'-O-Methyluridine CO[C@@H]1[C@@H]([C@H](O[C@H]1N2C=CC(=O)NC2=O)CO)O